4-chloro-3H-spiro[furo[2,3-b]pyridine-2,4'-piperidine] ClC1=C2C(=NC=C1)OC1(CCNCC1)C2